ethyl 2,2-diisopropylbutyrate C(C)(C)C(C(=O)OCC)(CC)C(C)C